2-oxo-1-phenyl-1,2-dihydroquinoline-3-carboxylate O=C1N(C2=CC=CC=C2C=C1C(=O)[O-])C1=CC=CC=C1